FC=1C=C(C=CC1)C1=CC(=CC(=C1)F)C[C@@H]1N(CC[C@@H]1NS(=O)(=O)C)C(=O)OCC ethyl cis-2-((3',5-difluorobiphenyl-3-yl)methyl)-3-((methylsulfonyl)amino)pyrrolidine-1-carboxylate